(S)-2-((((9H-fluoren-9-yl)methoxy)carbonyl)amino)-3-(4-((1-(5-cyanothiophen-2-yl)-1-oxo-5,8,11-trioxa-2-azatridecan-13-yl)oxy)phenyl)propanoic acid C1=CC=CC=2C3=CC=CC=C3C(C12)COC(=O)N[C@H](C(=O)O)CC1=CC=C(C=C1)OCCOCCOCCOCCNC(=O)C=1SC(=CC1)C#N